C1(=CC=CC=C1)C1=CC=C(C(C2=CC=C(C=C2)C2=CC=CC=C2)N(C(=O)OCC2C3=CC=CC=C3C3=CC=CC=C23)OP(=O)(O)O)C=C1 4,4'-diphenylphosphonooxy-Fmoc-benzhydryl-amine